FC1=CC=CC=2C(=NCC(OC21)(C)C)C=2C=NC1=CC=CC=C1C2 9-fluoro-2,2-dimethyl-5-(quinolin-3-yl)-2,3-dihydro-1,4-Benzooxazepine